C(C)(C)(C)OC(=O)N1CCN(CC1)C(C1=CC(=CC=C1)F)=O 4-(3-fluorobenzoyl)piperazine-1-carboxylic acid tert-butyl ester